N-[3-[1-[[5-[5-(difluoromethyl)-1,3,4-oxadiazol-2-yl]-3-fluoropyridin-2-yl]methyl]triazol-4-yl]phenyl]morpholine-4-carboxamide FC(C1=NN=C(O1)C=1C=C(C(=NC1)CN1N=NC(=C1)C=1C=C(C=CC1)NC(=O)N1CCOCC1)F)F